CC1(C2=CC=CC=C2C=2C(=CC(=CC12)NC1=CC=CC2=CC=CC=C12)C1=CC=CC=C1)C 9,9-dimethyl-N-(naphthalen-1-yl)-4-phenyl-9H-fluoren-2-amine